rac-(5aR,6S,7R,8R,8aR)-5a-(4-bromophenyl)-3-chloro-8-cyano-8a-hydroxy-6-phenyl-5a,7,8,8a-tetrahydro-6H-cyclopenta[4,5]furo[3,2-b]pyridine-7-carboxylic acid BrC1=CC=C(C=C1)[C@]12[C@](C3=NC=C(C=C3O1)Cl)([C@H]([C@@H]([C@H]2C2=CC=CC=C2)C(=O)O)C#N)O |r|